4-(((T-Butyldimethylsilyl)oxy)methyl)-2-chloropyrimidine [Si](C)(C)(C(C)(C)C)OCC1=NC(=NC=C1)Cl